C(C1=CC=CC=C1)S1(NC(C2=C1C=CC(=C2)N=CN(C)CC)=O)[O-] N'-(1-benzyl-1-oxido-3-oxo-3H-1λ4-benzo[d]isothiazol-5-yl)-N-ethyl-N-methylformimidamide